[3-fluoro-4-[3-(2,2,2-trifluoro-1-methyl-ethoxy)azetidin-1-yl]phenyl]-[4-(5-methyloxazolo[4,5-b]pyridin-2-yl)piperazin-1-yl]methanone FC=1C=C(C=CC1N1CC(C1)OC(C(F)(F)F)C)C(=O)N1CCN(CC1)C=1OC=2C(=NC(=CC2)C)N1